C(C)N1C(NC2=CC(=CC=C2C1=O)CN1CCN(CC1)C=1C=CC(=NC1C)C(=O)NC)=O 5-(4-((3-ethyl-2,4-dioxo-1,2,3,4-tetrahydroquinazolin-7-yl)methyl)piperazin-1-yl)-N,6-dimethylpicolinamide